FC1=C(CN2C(N(N=C2)C2=CC(=C(C=C2)OC2=C(N=C(S2)C)CO)F)=O)C(=CC=C1)F 4-(2,6-difluorobenzyl)-2-(3-fluoro-4-((4-(hydroxymethyl)-2-methylthiazol-5-yl)oxy)phenyl)-2,4-dihydro-3H-1,2,4-triazol-3-one